N-(4-benzooxazole-2-yl-phenyl)-N-(4-naphthalene-2-yl-phenyl)-amine O1C(=NC2=C1C=CC=C2)C2=CC=C(C=C2)NC2=CC=C(C=C2)C2=CC1=CC=CC=C1C=C2